FC=1C(=C(C=C(C1)C1=CN=C2N1C=C(N=C2NC)S(=O)(=O)C)NS(=O)(=O)C=2C=NN(C2)C)OC N-(3-fluoro-2-methoxy-5-(8-(methylamino)-6-(methylsulfonyl)imidazo[1,2-a]pyrazin-3-yl)phenyl)-1-methyl-1H-pyrazole-4-sulfonamide